Tert-butyl heptane-2-carboxylate hemi-oxalate C(C(=O)O)(=O)O.CC(CCCCC)C(=O)OC(C)(C)C.C(C)(C)(C)OC(=O)C(C)CCCCC